4-chloro-2-[5-(trifluoromethyl)-3-pyridinyl]-1H-pyrrolo[2,3-b]Pyridine ClC1=C2C(=NC=C1)NC(=C2)C=2C=NC=C(C2)C(F)(F)F